NC=1C=C(C=CC1)N(C1=CC=C(C=C1)N(C1=CC(=CC=C1)N)C1=CC(=CC=C1)N)C1=CC(=CC=C1)N N,N,N',N'-tetrakis(3-aminophenyl)-1,4-phenylenediamine